C(#N)C1=C(C=C(C=C1OC)F)N1C=NC=2C1=NC(=CC2)B(O)O [3-(2-cyano-5-fluoro-3-methoxyphenyl)-3H-imidazo[4,5-b]pyridin-5-yl]boronic acid